iron-chromium-vanadium [V].[Cr].[Fe]